C1(CC1)N1CC(N(C(C1)C1=CC=CC=C1)C(=O)NCCCCC1=CC=CC=C1)(C)C 4-cyclopropyl-2,2-dimethyl-6-phenyl-N-(4-phenylbutyl)piperazine-1-carboxamide